8-Chloro-3-(2-ethoxy-ethyl)-indolizine-1-carboxylic acid (1-hydroxy-3-methyl-cyclohexylmethyl)-amide OC1(CC(CCC1)C)CNC(=O)C=1C=C(N2C=CC=C(C12)Cl)CCOCC